NC1=NC=C(C(=N1)N)C(=O)C1=CC(=C(C(=C1)OC)OC)OC (2,4-diamino-5-pyrimidinyl)(3,4,5-trimethoxyphenyl)methanone